C(C)(C)N mono-sec-propylamine